pentaerythritol tetrakis(2-ethyl)hexanoate CCC(C(C(=O)OCC(CO)(CO)CO)(CC)CC)(CCC)CC